S1C(=CC=C1C=O)C=O thiophene-2,5-dicarboxaldehyde